cyclopropyl-((1S,2S,4R,5R,7R)-7-ethynyl-6-azatricyclo[3.2.1.02,4]octan-6-yl)methanone C1(CC1)C(=O)N1[C@H]2[C@@H]3C[C@@H]3[C@@H]([C@@H]1C#C)C2